O[C@@H]1C[C@H](N(C1)C(=O)[C@H](C(C)(C)C)NC(COCCOCC(=O)O)=O)C(NCC1=CC=C(C=C1)C1=C(N=CS1)C)=O 2-[2-[2-[[(1S)-1-[(2S,4R)-4-hydroxy-2-[[4-(4-methylthiazol-5-yl)phenyl]methylcarbamoyl]pyrrolidine-1-carbonyl]-2,2-dimethyl-propyl]amino]-2-oxo-ethoxy]ethoxy]acetic acid